(S)-1-((2S,5S)-5-(4-chlorobenzyl)-2-methyl-4-(1-(pyridin-2-yl)piperidin-4-yl)piperazin-1-yl)propan ClC1=CC=C(C[C@@H]2N(C[C@@H](N(C2)CCC)C)C2CCN(CC2)C2=NC=CC=C2)C=C1